CC1=NC=C(C=C1)[C@@H]2CCCN2C 6-Methylnicotine